FC(C1=C(C2=C(N=N1)SC1=C2N=CN=C1N1CCOCC1)C)F 4-(3-(difluoromethyl)-4-methylpyrimido[4',5':4,5]thieno[2,3-c]pyridazin-8-yl)morpholine